butyl 2-(4-((7,7-difluoro-9-isopropyl-5-methyl-6-oxo-6,7,8,9-tetrahydro-5H-pyrimido[4,5-b][1,4]diazepin-2-yl)amino)-2-fluoro-5-methoxybenzamido)-7-azaspiro[3.5]nonane-7-carboxylate FC1(C(N(C2=C(N(C1)C(C)C)N=C(N=C2)NC2=CC(=C(C(=O)NC1CC3(C1)CCN(CC3)C(=O)OCCCC)C=C2OC)F)C)=O)F